dibutyltin diethoxide [O-]CC.[O-]CC.C(CCC)[Sn+2]CCCC